2-[2-(Dimethylamino)ethoxy]-4-(1H-pyrazol-4-yl)phenyl-2,3-dihydro-1,4-benzodioxin CN(CCOC1=C(C=CC(=C1)C=1C=NNC1)C1COC2=C(O1)C=CC=C2)C